O[C@@H]1C[C@H](N(C1)C(=O)[C@H](C(C)(C)C)N1N=NC(=C1)COC1=NC=CC=C1C(=O)O)C(NC)=O 2-[[1-[(1S)-1-[(2S,4R)-4-hydroxy-2-(methylcarbamoyl)pyrrolidine-1-carbonyl]-2,2-dimethyl-propyl]triazol-4-yl]methoxy]pyridine-3-carboxylic acid